2-methoxy-N-(5-((2-morpholinopyrimidin-5-yl)oxy)thiazol-2-yl)cyclopropane-1-carboxamide COC1C(C1)C(=O)NC=1SC(=CN1)OC=1C=NC(=NC1)N1CCOCC1